O=C(NCCOCCOCCOCCOCCC(=O)ON1C(CCC1=O)=O)CCCC[C@H]1SC[C@H]2NC(N[C@H]21)=O 2,5-dioxopyrrolidin-1-yl 17-oxo-21-((3aR,4R,6aS)-2-oxohexahydro-1H-thieno[3,4-d]imidazol-4-yl)-4,7,10,13-tetraoxa-16-azahenicosanoate